5-amino-3-tert-butyl-pyrazol-1-carboxylic acid {4-[6-(2-methoxyl-ethoxyl)-benzimidazol-1-yl]-phenyl}-amide O(C)CCOC=1C=CC2=C(N(C=N2)C2=CC=C(C=C2)NC(=O)N2N=C(C=C2N)C(C)(C)C)C1